2-methoxy-4-(1-(2-methoxyethyl)-2-methyl-1H-imidazol-5-yl)aniline COC1=C(N)C=CC(=C1)C1=CN=C(N1CCOC)C